1-methyl-1-(2-(1-methyl-1H-imidazo[1,2-b]pyrazole-7-carbonyl)-2-azaspiro[3.3]heptan-6-yl)-3-(2-methyl-5-(trifluoromethyl)pyridin-3-yl)urea CN(C(=O)NC=1C(=NC=C(C1)C(F)(F)F)C)C1CC2(CN(C2)C(=O)C2=C3N(N=C2)C=CN3C)C1